C(C)(C)(C)OC(=O)N1[C@H](CCC1)COCCC(=O)O 3-[[(2R)-1-[(tert-butoxy)carbonyl]pyrrolidin-2-yl]methoxy]propionic acid